(2S,4R)-1-[(2S)-3,3-dimethyl-2-[4-[5-(trifluoromethyl)-2-pyridyl]triazol-1-yl]butanoyl]-4-hydroxy-N-methyl-pyrrolidine-2-carboxamide CC([C@@H](C(=O)N1[C@@H](C[C@H](C1)O)C(=O)NC)N1N=NC(=C1)C1=NC=C(C=C1)C(F)(F)F)(C)C